N1=CC(=CC=C1)NC(=O)C1=NC=C(C=C1)NCC#CC=1N(C2=CC=CC(=C2C1)NC1CCC(CC1)N(C)C)CC(F)(F)F N-(pyridin-3-yl)-5-{[3-(4-{[(1s,4s)-4-(dimethylamino)cyclohexyl]amino}-1-(2,2,2-trifluoroethyl)-1H-indol-2-yl)prop-2-yn-1-yl]amino}pyridine-2-carboxamide